2-(4-chlorophenyl)nitrobenzene ClC1=CC=C(C=C1)C1=C(C=CC=C1)[N+](=O)[O-]